tert-butyl ((1S,2S)-1-(2-chloro-3-fluorophenyl)-1-hydroxypentan-2-yl)carbamate ClC1=C(C=CC=C1F)[C@@H]([C@H](CCC)NC(OC(C)(C)C)=O)O